C(C=C)C1=C(C=CC(=C1)C(=O)OC(C)(C)C)[C@H]1N(CC[C@@H](C1)O)C(=O)OC(C)(C)C tert-butyl (2S,4S)-2-(2-allyl-4-(tert-butoxycarbonyl)phenyl)-4-hydroxypiperidine-1-carboxylate